O[C@@H]1CN(CC1)C1=C(C=C(C=C1)S(=O)(=O)N1[C@@H](CC1)C(=O)O)C=1NC2=CC=CC=C2C1 (S)-1-((4-((S)-3-hydroxypyrrolidin-1-yl)-3-(1H-indol-2-yl)phenyl)sulfonyl)azetidine-2-carboxylic acid